ClC1=CC=C(CN2N=CC(=C2)C2=CC(=NC=C2)C=2N(C=C(N2)C2CN(CC2)C(=O)OC(C)(C)C)COCC[Si](C)(C)C)C=C1 Tert-Butyl 3-(2-{4-[1-(4-chlorobenzyl)-1H-pyrazol-4-yl]pyridin-2-yl}-1-{[2-(trimethylsilyl)ethoxy]methyl}-1H-imidazol-4-yl)pyrrolidine-1-carboxylate